FN1C(C2=CC=C(C=C2C1)C=1C=C2C=3CCCC(C3NC2=CC1)N[C@H](C)C1=CC=CC=C1)=O fluoro-5-(1-(((R)-1-phenylethyl)amino)-2,3,4,9-tetrahydro-1H-carbazol-6-yl)isoindolin-1-one